2-(3-methoxy-1,2-oxazol-5-yl)-3-methylbutyric acid COC1=NOC(=C1)C(C(=O)O)C(C)C